1-(4-(3-(2,6-dichlorophenyl)azetidin-1-yl)-3-fluorobenzyl)piperidine-4-carboxylic acid, formate salt C(=O)O.ClC1=C(C(=CC=C1)Cl)C1CN(C1)C1=C(C=C(CN2CCC(CC2)C(=O)O)C=C1)F